C(CCCCCCC)[C@H]1[C@H](C1)C(=O)O |r| (1SR,2RS)-2-octylcyclopropanecarboxylic acid